7-[(Z)-2-[(tert-butoxycarbonylamino)methyl]-3-Fluoro-allyloxy]-1,3,3a,8b-tetrahydropyrrolo[3,4-b]Indole-2,4-dicarboxylic acid di-tert-butyl ester C(C)(C)(C)OC(=O)N1CC2N(C=3C=CC(=CC3C2C1)OC\C(=C/F)\CNC(=O)OC(C)(C)C)C(=O)OC(C)(C)C